(isobutyryloxy)methyl (1aR,7bS)-5-fluoro-2-hydroxy-1,1a,2,7b-tetrahydrobenzo[e]cyclopropa[c][1,2]oxaborinine-4-carboxylate FC1=C(C2=C([C@@H]3[C@H](B(O2)O)C3)C=C1)C(=O)OCOC(C(C)C)=O